ethyl (E)-pent-2-enoate C(\C=C\CC)(=O)OCC